iron (II) ascorbate O=C1C(O)=C([O-])[C@H](O1)[C@@H](O)CO.[Fe+2].O=C1C(O)=C([O-])[C@H](O1)[C@@H](O)CO